N-(3-methoxy-5-methylpyrazin-2-yl)-1,8-dihydropyrrolo[3,2-g]indole-3-sulfonamide COC=1C(=NC=C(N1)C)NS(=O)(=O)C1=CNC2=C1C=CC=1C=CNC21